CC=1C=CC2=C(N=C(O2)C2(CCNCC2)C)C1 5-methyl-2-(4-methylpiperidin-4-yl)-1,3-benzoxazole